NCCOCCOCCOCCOCCOCC1CCC(CC1)NC(OC(C)(C)C)=O tert-butyl ((1R,4R)-4-(16-amino-2,5,8,11,14-pentaoxahexadecyl)cyclohexyl)carbamate